[O-][V](=O)([O-])[O-].[Y+3] yttrium vanadate